ClC1C2(C3=CC=CC=C3C1)C(C2)C(=O)O chloro-2',3'-dihydrospiro[cyclopropane-1,1'-indene]-2-carboxylic acid